N1(N=CC=C1)C1=CC=C(C=C1)C1=NC(=CC(=N1)C(=O)O)C 2-(4-(1H-Pyrazol-1-yl)phenyl)-6-methylpyrimidine-4-carboxylic acid